(R)-6-fluoro-3-((3-fluorobenzyl)amino)-5-(1-(2-methoxyphenyl)ethyl)-4H-benzo[e][1,2,4]thiadiazine 1,1-dioxide FC=1C=CC2=C(NC(=NS2(=O)=O)NCC2=CC(=CC=C2)F)C1[C@H](C)C1=C(C=CC=C1)OC